OC(CC1=CC=C(C=N1)C1=NN2C(O[C@@H](CC2)C)=C1C(=O)N[C@@H]1C(NC2=C(C(=N1)C1=CC=CC=C1)C=CC=C2F)=O)C (5R)-2-[6-(2-Hydroxypropyl)pyridin-3-yl]-5-methyl-N-[(3S)-9-fluoro-2-oxo-5-phenyl-1,3-dihydro-1,4-benzodiazepin-3-yl]-6,7-dihydro-5H-pyrazolo[5,1-b][1,3]oxazine-3-carboxamide